5-(4,4,5,5-Tetramethyl-1,3,2-dioxaborolan-2-yl)-1H-benzo[d]imidazol-2(3H)-one trifluoroacetate salt FC(C(=O)O)(F)F.CC1(OB(OC1(C)C)C1=CC2=C(NC(N2)=O)C=C1)C